COC1=C(CNC2=NC=NC3=C(C=CC(=C23)F)C(=O)O)C=CC(=C1)OC 4-((2,4-dimethoxybenzyl)amino)-5-fluoroquinazoline-8-carboxylic acid